2-chloro-6-(phenylcarbamoyl)benzoic acid ClC1=C(C(=O)O)C(=CC=C1)C(NC1=CC=CC=C1)=O